NC1=C(C(=O)OC)C=C(C(=C1)C1=NC=C(C=C1)F)C(F)(F)F methyl 2-amino-4-(5-fluoropyridin-2-yl)-5-(trifluoromethyl)benzoate